[Ni].N(N)C=1SC=C(N1)C1=C(C=CC=C1)F hydrazino-4-(2'-fluorophenyl)thiazole nickel